4-Methyl-1,3-dioxan CC1OCOCC1